C1(CCC(CC1)C(=O)OC1=CC=C2C3=C1O[C@@H]1[C@]34CCN([C@@H]([C@@]4(CCC1=O)O)C2)CC2CC2)C(=O)OC2=CC=C1C4=C2O[C@@H]2[C@]43CCN([C@@H]([C@@]3(CCC2=O)O)C1)CC1CC1 bis((4R,4aS,7aR,12bS)-3-(cyclopropylmethyl)-4a-hydroxy-7-oxo-2,3,4,4a,5,6,7,7a-octahydro-1H-4,12-methanobenzofuro[3,2-e]isoquinolin-9-yl) cyclohexane-1,4-dicarboxylate